ClC1=CC=2C3=C(C=NC2C=C1)N=C(N3C3CN(CC3(F)F)C)CN3N=NC(=C3)C 8-chloro-1-(4,4-difluoro-1-methylpyrrolidin-3-yl)-2-[(4-methyl-1H-1,2,3-triazol-1-yl)methyl]-1H-imidazo[4,5-c]quinoline